tetrakis(2-ethoxy)silane CCO[Si](OCC)(OCC)OCC